2-amino-4-(methylthio)butane NC(C)CCSC